(5-(4-(4-cyanophenyl)-4-fluoropiperidine-1-carbonyl)-2-methylphenyl)-3-cyclopentylurea C(#N)C1=CC=C(C=C1)C1(CCN(CC1)C(=O)C=1C=CC(=C(C1)NC(=O)NC1CCCC1)C)F